CC1C2CCC(CC2C(CC1)C)CC(C(=O)[O-])=C 5,8-dimethyldecalin-2-methacrylate